OCCOC(=O)C1C2C=CC(C1)C2 2-(hydroxyethoxycarbonyl)bicyclo[2.2.1]Hept-5-ene